5-(2-chloro-3,5-dimethoxyphenyl)-6-(2-chloro-4-fluorophenyl)-1,2-dihydro-1-methyl-2-oxo-3-pyridinecarbonitrile ClC1=C(C=C(C=C1OC)OC)C=1C=C(C(N(C1C1=C(C=C(C=C1)F)Cl)C)=O)C#N